9-[4-(3-chloro-4-fluorophenoxy)phenyl]-3,4,6,7,8,9-hexahydropyrido[2,1-c][1,2,4]thiadiazine 2,2-dioxide ClC=1C=C(OC2=CC=C(C=C2)C2CCCN3C2=NS(CC3)(=O)=O)C=CC1F